N-[(6-Amino-2-pyridyl)sulfonyl]-6-(6-isopentyloxy-3-pyridyl)-2-(2,2,4-trimethylpyrrolidin-1-yl)pyridin-3-carboxamid NC1=CC=CC(=N1)S(=O)(=O)NC(=O)C=1C(=NC(=CC1)C=1C=NC(=CC1)OCCC(C)C)N1C(CC(C1)C)(C)C